4-phenyl(sulfonylphenylsulfonyl)acetic acid C1(=CC=CC=C1)C1=CC(C(C=C1)S(=O)(=O)CC(=O)O)=S(=O)=O